tert-Butyl 9'-(2-chloro-4-phenoxybenzoyl)-3'-oxo-1',3',4',7'-tetrahydrospiro[piperidine-3,2'-pyrrolo[3',2':5,6]pyrido[3,4-b]pyrazine]-1-carboxylate ClC1=C(C(=O)C2=CNC3=C2C2=C(NC(C4(N2)CN(CCC4)C(=O)OC(C)(C)C)=O)C=N3)C=CC(=C1)OC1=CC=CC=C1